3-[[3-(benzylsulfamoylamino)-2-fluoro-phenyl]methyl]-7-[(3-fluoro-2-pyridinyl)oxy]-4-methyl-chromen-2-one C(C1=CC=CC=C1)NS(=O)(=O)NC=1C(=C(C=CC1)CC=1C(OC2=CC(=CC=C2C1C)OC1=NC=CC=C1F)=O)F